2-chloro-4-(3,4-dihydroquinolin-1(2H)-yl)-6,7-difluoroquinazoline ClC1=NC2=CC(=C(C=C2C(=N1)N1CCCC2=CC=CC=C12)F)F